(2R)-2-[[(3R)-5-chloro-8-hydroxy-3-methyl-1-oxo-3,4-dihydroisochromene-7-carbonyl]amino]-3-phenylpropanoic acid ClC1=C2C[C@H](OC(C2=C(C(=C1)C(=O)N[C@@H](C(=O)O)CC1=CC=CC=C1)O)=O)C